2-[(2E)-3,7-Dimethylocta-2,6-dienyl]-3-hydroxy-5-propylphenolate C\C(=C/CC1=C(C=C(C=C1O)CCC)[O-])\CCC=C(C)C